N-[1-[1-[2-[1-(6-methyl-3-pyridyl)-4-piperidyl]ethyl]-4,5,6,7-tetrahydroindazole-3-carbonyl]-4-piperidyl]acetamide CC1=CC=C(C=N1)N1CCC(CC1)CCN1N=C(C=2CCCCC12)C(=O)N1CCC(CC1)NC(C)=O